pyridin-4(1H)-on N1C=CC(C=C1)=O